CC(C)(CC)O 2-methylbutan-2-ol